C1(CC1)CNC(C=1C=C(C=CC1)NC(=O)C1=CC(=NN1C=1C=C(CNC(OC(C)(C)C)=O)C=CC1)C(F)(F)F)C1=C(C=CC=C1)S(=O)(=O)C tert-butyl 3-(5-(3-((cyclopropylmethylamino)(2-(methylsulfonyl)phenyl)methyl)phenylcarbamoyl)-3-(trifluoromethyl)-1H-pyrazol-1-yl)benzylcarbamate